O1C(COCC1)C(=O)N1CCC(CC1)N1N=CC(=C1C(=O)NC1=C(C=C(C=C1)OCC1=CC=CC=C1)C)Cl 1-(1-(1,4-dioxane-2-carbonyl)piperidin-4-yl)-N-(4-(benzyloxy)-2-methylphenyl)-4-chloro-1H-pyrazole-5-carboxamide